CC1(OC2=C(C1)C=C(C(=C2)N2CC1=C(CC2)NC=N1)NC(=O)C=1C=NN2C1N=CC=C2)C N-(2,2-Dimethyl-6-(1,4,6,7-tetrahydro-5H-imidazo[4,5-c]pyridin-5-yl)-2,3-dihydrobenzo-furan-5-yl)pyrazolo[1,5-a]pyrimidine-3-carboxamide